trimethylolpropane tris[3-(1-aziridinyl) propionate] N1(CC1)CCC(=O)O.N1(CC1)CCC(=O)O.N1(CC1)CCC(=O)O.C(O)C(CC)(CO)CO